(20Z,23Z)-1-bromo-8,8-dimethyl-10-(7-(2-octylcyclopropyl)heptyl)-7,9,11-trioxa-8-silanonacosa-20,23-diene BrCCCCCCO[Si](OC(OCCCCCCCC\C=C/C\C=C/CCCCC)CCCCCCCC1C(C1)CCCCCCCC)(C)C